COC=1C=C(C=C2OC3=C(C2)C=CC(=C3)O)C=CC1OC 2-(3,4-dimethoxybenzylidene)-6-hydroxybenzofuran